CC1OC(=CC=C1)C 2,6-dimethylpyran